COC=1SC2=C(C=NC=C2)N1 methoxy-thiazolo[4,5-c]pyridin